BrC1=C2C=CNC2=CC=C1NC(=O)C1=CC=2C3=C(COC2C=C1C=1C(=NC(=CC1)C(NCC(CO)(C)C)=O)C(=O)O)C=CS3 3-(8-((4-bromo-1H-indol-5-yl)carbamoyl)-4H-thieno[3,2-c]chromen-7-yl)-6-((3-hydroxy-2,2-dimethylpropyl)carbamoyl)picolinic acid